γ-hydroxy-L-arginine OC(C[C@H](N)C(=O)O)CNC(N)=N